2-ethylbutyl ((S)-(4-nitrophenoxy) (phenoxy)phosphoryl)-L-alaninate [N+](=O)([O-])C1=CC=C(O[P@@](=O)(OC2=CC=CC=C2)N[C@@H](C)C(=O)OCC(CC)CC)C=C1